N1C(CCCC1)CC(=O)O piperidine-2-acetic acid